C(C(=O)C1=C(C(=O)O)C=CC=C1)(=O)C1=C(C(=O)O)C=CC=C1 oxalyl-dibenzoic acid